NC1=C(C(=NC=2N1N=C(C2CC)C)NCCC2=NC(=CC=C2)C2C(C2)CO)C#N 7-amino-3-ethyl-5-((2-(6-(2-(hydroxymethyl)cyclopropyl)pyridin-2-yl)ethyl)amino)-2-methylpyrazolo[1,5-a]pyrimidine-6-carbonitrile